2-chloro-4-trifluoromethyl-phenol potassium salt [K].ClC1=C(C=CC(=C1)C(F)(F)F)O